BrC1=CC=2OC3=C(C2C=2C=CC=CC12)C=CC(=C3)Cl 5-bromo-9-chloronaphtho[2,1-b]benzofuran